1-allyl-2-(4-methylphenyl)-1H-benzo[d]imidazole C(C=C)N1C(=NC2=C1C=CC=C2)C2=CC=C(C=C2)C